Ethyl 4-(((1s,4s)-4-(4-(tert-butoxycarbonyl)piperazin-1-yl)cyclohexyl)amino)-2-chloro-6-methylpyrimidine-5-carboxylate C(C)(C)(C)OC(=O)N1CCN(CC1)C1CCC(CC1)NC1=NC(=NC(=C1C(=O)OCC)C)Cl